NCCC(=O)N[C@@H](CC1=CN=CN1C)C(=O)O N-β-Alanyl-3-methylhistidin